FC(CN1C=2C=NC=NC2NCC1)(F)F 5-(2,2,2-trifluoroethyl)-5,6,7,8-tetrahydropteridine